3,5-dimethyltricosane CC(CC)CC(CCCCCCCCCCCCCCCCCC)C